tert-butyl-N-[1-(4-bromo-2-chloro-phenyl)ethyl]-2-methyl-propane-2-sulfinamide C(C)(C)(C)CC(C)(S(=O)NC(C)C1=C(C=C(C=C1)Br)Cl)C